P(=O)(O)([O-])[O-] mono-hydrogen orthophosphate